(12R or S)-12-methyl-4-[[2-(trimethylsilyl)ethoxy]methyl]-13-oxo-2,4,10-triazatricyclo[7.4.0.0[3,7]]tridec-1(9),2,5,7-tetraene C[C@@H]1CNC=2C=C3C=CN(C3=NC2C1=O)COCC[Si](C)(C)C |o1:1|